5-amino-8-bromo-2-(1-(6-fluoropyridin-3-yl)propyl)-7-phenyl-[1,2,4]triazolo[4,3-c]pyrimidin-3(2H)-one NC1=NC(=C(C=2N1C(N(N2)C(CC)C=2C=NC(=CC2)F)=O)Br)C2=CC=CC=C2